C(=O)(O)CCC1=CC(=C(OCC/C=C/CCOC2=C(C=C(NC3=C(C(=O)O)C=CC=C3)C=C2Cl)Cl)C(=C1)Cl)Cl 2-[4-[(E)-6-[4-(2-carboxyethyl)-2,6-dichloro-phenoxy]hex-3-enoxy]-3,5-dichloro-anilino]benzoic acid